7-isopropyl-3-methylbenzofuran C(C)(C)C1=CC=CC=2C(=COC21)C